C(C)(C)(C)OC(=O)NC(CCNCCCC(C)(C)NC(OC(C)(C)C)=O)(C)C tert-butyl (5-((3-((tert-butoxycarbonyl)amino)-3-methylbutyl)amino)-2-methylpentan-2-yl)carbamate